C(C)N1C(=NC2=C1C=CC(=C2)I)C 1-ethyl-5-iodo-2-methyl-1H-benzo[d]imidazole